4-[[2-methyl-1-(oxan-2-yloxy)propan-2-yl]oxy]-2-(trimethylstannyl)pyridine CC(COC1OCCCC1)(C)OC1=CC(=NC=C1)[Sn](C)(C)C